CC1(CCC(CC1)N)C 4,4-dimethyl-cyclohexan-1-amine